2,4-difluoro-phenyl isothiocyanate FC1=C(C=CC(=C1)F)N=C=S